(2-chloro-4-((2-Cyclopropylbenzofuran-7-yl)oxy)phenyl)(4-chloro-7H-pyrrolo[2,3-d]pyrimidin-5-yl)methanone ClC1=C(C=CC(=C1)OC1=CC=CC=2C=C(OC21)C2CC2)C(=O)C2=CNC=1N=CN=C(C12)Cl